ClC=1C=C(C=CC1)C#CCN1C=CC2=CC=CC=C12 1-(3-(3-chlorophenyl)prop-2-yn-1-yl)-1H-indole